nickel (ii) chloride [Ni](Cl)Cl